P(=O)(OC[C@H]1O[C@@]([C@@H]([C@@H]1O)O)(C#N)C1=CC=C2C(=NC=NN21)N)(OCC(COCCCCCCCCCCCCCCCCCC)COC2=CC=CC=C2)O ((2R,3S,4R,5R)-5-(4-aminopyrrolo[2,1-f][1,2,4]triazin-7-yl)-5-cyano-3,4-dihydroxytetrahydrofuran-2-yl)methyl (3-(octadecyloxy)-2-(phenoxymethyl)propyl) hydrogen phosphate